(1R,3S)-3-[3-({[5-methyl-2-(methylsulfonyl)phenyl]acetyl}amino)-1H-pyrazol-5-yl]cyclopentyl propylcarbamate C(CC)NC(O[C@H]1C[C@H](CC1)C1=CC(=NN1)NC(CC1=C(C=CC(=C1)C)S(=O)(=O)C)=O)=O